FC(C1=CC=C(C=C1)/C=C/COC1=CC=CC=2CCN(CCC21)CC(=O)O)(F)F [6-({(2E)-3-[4-(Trifluoromethyl)phenyl]-2-propen-1-yl}oxy)-1,2,4,5-tetrahydro-3H-3-benzazepin-3-yl]acetic acid